ClC1=CC=C2C(=NC(N(C2=C1)C1=CC(=CS1)C(=O)NC1=CC(=CC=C1)N1C(N=C(C2=CC=C(C=C12)Cl)N(C)C)=O)=O)N(C)C 5-(7-Chloro-4-(dimethylamino)-2-oxoquinazolin-1(2H)-yl)-N-(3-(7-chloro-4-(dimethylamino)-2-oxoquinazolin-1(2H)-yl)phenyl)thiophene-3-carboxamide